ClC1=C2C(=NC=C1)N(C(=C2)C(=O)OC)COCC[Si](C)(C)C Methyl 4-chloro-1-{[2-(trimethylsilyl)ethoxy]methyl}-1H-pyrrolo[2,3-b]pyridine-2-carboxylate